disodium 5-acetamido-4-hydroxy-2,7-naphthalenedisulfonate C(C)(=O)NC1=C2C(=CC(=CC2=CC(=C1)S(=O)(=O)[O-])S(=O)(=O)[O-])O.[Na+].[Na+]